tert-butyl (S)-(1'-(6-methyl-4-(thiazol-2-yl)pyridin-2-yl)-1,3-dihydrospiro[indene-2,4'-piperidin]-1-yl)carbamate CC1=CC(=CC(=N1)N1CCC2(CC1)[C@@H](C1=CC=CC=C1C2)NC(OC(C)(C)C)=O)C=2SC=CN2